tert-butyl (R)-4-(4-amino-3-((5-((4-(4-(methoxycarbonyl)-6-methylpyridin-2-yl)-1-methyl-1H-pyrazol-5-yl) oxy)-2-methylpentyl) amino) phenyl)-3-oxopiperazine-1-carboxylate NC1=C(C=C(C=C1)N1C(CN(CC1)C(=O)OC(C)(C)C)=O)NC[C@@H](CCCOC1=C(C=NN1C)C1=NC(=CC(=C1)C(=O)OC)C)C